tetrakis(trimethylsilyl)germane C[Si](C)(C)[Ge]([Si](C)(C)C)([Si](C)(C)C)[Si](C)(C)C